7α,12α-dihydroxy-3-oxo-4-cholenoic acid O[C@H]1[C@H]2[C@@H]3CC[C@H]([C@@H](CCC(=O)O)C)[C@]3([C@H](C[C@@H]2[C@]2(CCC(C=C2C1)=O)C)O)C